C(C)OC1=CC(N=N1)(C(=O)[O-])C 5-Ethoxy-3-Methyl-Pyrazolate